CN1C(CC(CC1(C)C)NC(=O)C1=C2C=C3C(C2NN1)C3)(C)C tetrahydro-1H-2,3-diaza-cyclopropa[a]pentalene-4-carboxylic acid (1,2,2,6,6-pentamethyl-piperidin-4-yl)-amide